CCCCCCCCCCCCCCCCCCCCCC(=O)OC[C@H](COP(=O)(O)OC[C@H](CO)O)OC(=O)CCCCCCCCCCCCCCC 1-docosanoyl-2-hexadecanoyl-glycero-3-phospho-(1'-sn-glycerol)